FC1=C(OP(=O)(OC2=CC=CC=C2)N[C@@H](C)C(=O)OCC2=CC=CC=C2)C(=C(C(=C1F)F)F)F benzyl ((perfluorophenoxy)-(phenoxy)-phosphoryl)-L-alaninate